4-(3,4-dihydroisoquinolin-2(1H)-yl)-3-hydroxypiperidine-1-carboxylic acid tert-butyl ester C(C)(C)(C)OC(=O)N1CC(C(CC1)N1CC2=CC=CC=C2CC1)O